CN1N=C(C=C1C)NC1=NC=C(C(=N1)C1=CNC2=C(C=CC=C12)NC(CN1C[C@@H](CC1)NC1=NC=NC=C1)=O)C (R)-N-(3-(2-((1,5-dimethyl-1H-pyrazol-3-yl)amino)-5-methylpyrimidin-4-yl)-1H-indol-7-yl)-2-(3-(pyrimidin-4-ylamino)pyrrolidin-1-yl)acetamide